2-(1-Methyl-1h-pyrazol-4-yl)acetonitrile CN1N=CC(=C1)CC#N